2-(4-aminopiperidin-1-yl)-4-(4-cyano-3-fluorophenyl)-5-(3-fluoro-4-methoxyphenyl)nicotinonitrile hydrochloride Cl.NC1CCN(CC1)C1=C(C#N)C(=C(C=N1)C1=CC(=C(C=C1)OC)F)C1=CC(=C(C=C1)C#N)F